(1-(tetrahydro-2H-pyran-4-yl)-1H-pyrazol-4-yl)boric acid O1CCC(CC1)N1N=CC(=C1)OB(O)O